C1(=CC=C(C=C1)NC(=O)[C@@H]1CC12CCN(CC2)C(=O)OC(C(F)(F)F)C(F)(F)F)C 1,1,1,3,3,3-hexafluoropropan-2-yl (R)-1-(p-tolylcarbamoyl)-6-azaspiro[2.5]octane-6-carboxylate